C[C@H]1[C@@H](CCC(=C1)C)C=O (1r,2r)-2,4-dimethylcyclohex-3-en-1-carbaldehyde